C(C)N1C(SC2=C1C=CC=C2)=CC(C)=O 1-(3-ethyl-2(3H)-benzothiazolylidene)-2-propanone